C(C)(C)(C)OC(=O)N[C@@H](COC1=CC=NC(=C1C(=O)OCC1=CC=CC=C1)OC)CC1=CC=CC=C1 benzyl (R)-4-(2-((tert-butoxycarbonyl)amino)-3-phenylpropoxy)-2-methoxynicotinate